C(C)(=O)N(C1=C(C=C(C=C1)C1=CC=C(C=N1)C(=O)NCC=1C(=NC=CC1)C)C)CC1CC(C1)(F)F 6-[4-[Acetyl-[(3,3-difluorocyclobutyl)methyl]amino]-3-methyl-phenyl]-N-[(2-methyl-3-pyridinyl)methyl]pyridine-3-carboxamide